(2S,3S,4S,5S,6R)-3,4,5-trihydroxy-6-methyloxan O[C@H]1CO[C@@H]([C@H]([C@H]1O)O)C